FC=1C=CC(=NC1C)C1=NNC=C1C1=NC2=CC(=CN=C2C=C1)C1=NN2C(CNCC2)=N1 2-[3-(5-fluoro-6-methyl-2-pyridyl)-1H-pyrazol-4-yl]-7-(5,6,7,8-tetrahydro-[1,2,4]triazolo[1,5-a]pyrazin-2-yl)-1,5-naphthyridine